3-(phenylsulfonamido)-N-(pyrazin-2-yl)benzamide C1(=CC=CC=C1)S(=O)(=O)NC=1C=C(C(=O)NC2=NC=CN=C2)C=CC1